2-methoxy-4-(4,4,5,5-tetramethyl-1,3,2-dioxaborolan-2-yl)benzaldehyde COC1=C(C=O)C=CC(=C1)B1OC(C(O1)(C)C)(C)C